C[C@@H]1N(CC[C@@H](C1)OC1=NC(=NC=C1)COS(=O)(=O)C)C(=O)OC(C)(C)C tert-Butyl (2S,4S)-2-methyl-4-((2-(((methylsulfonyl)oxy)methyl)pyrimidin-4-yl)oxy)piperidine-1-carboxylate